4-(benzyloxy)-2-methoxy-1-(5-methoxy-2-nitrophenoxy)benzene C(C1=CC=CC=C1)OC1=CC(=C(C=C1)OC1=C(C=CC(=C1)OC)[N+](=O)[O-])OC